4-((E)-benzylidene)-2-methyldec-2-enamide C(/C1=CC=CC=C1)=C(\C=C(C(=O)N)C)/CCCCCC